6-Fluoro-1-methyl-2-(6-trifluoromethoxy-benzothiazol-2-ylamino)-1H-benzoimidazole-5-carboxylic acid (2-morpholin-4-yl-ethyl)-amide N1(CCOCC1)CCNC(=O)C1=CC2=C(N(C(=N2)NC=2SC3=C(N2)C=CC(=C3)OC(F)(F)F)C)C=C1F